ClC1=CC=CC(=N1)N1N=C(C=C1)CC(=O)NC1=NNC(=C1)C1CC1 2-[1-(6-chloropyridin-2-yl)pyrazol-3-yl]-N-(5-cyclopropyl-1H-pyrazol-3-yl)acetamide